[Cu]I.[Cu]I Cuprous iodide Copper (I) iodide